O([Si](C1=CC=CC=C1)(C1=CC=CC=C1)C(C)(C)C)CC1(CCC1)C=O 1-((tert-butyldiphenylsiloxy)methyl)cyclobutane-1-carbaldehyde